(R)-N-((5-bromo-4-methylpyridin-2-yl)methyl)-4-(2-(3-fluoro-4-methylphenyl)-2H-pyrazolo[3,4-d]pyrimidin-4-yl)piperazine-2-carboxamide BrC=1C(=CC(=NC1)CNC(=O)[C@@H]1NCCN(C1)C=1C=2C(N=CN1)=NN(C2)C2=CC(=C(C=C2)C)F)C